NC=1N(C=CC(N1)=O)[C@H]1[C@H](O)[C@H](O)[C@H](O1)CO 2-amino-1-(β-D-ribofuranosyl)pyrimidin-4(1H)-one